butyl N-[4-[2-[2-[2-[2-[[2-(2,6-dioxo-3-piperidyl)-1,3-dioxo-isoindolin-4-yl] amino] ethoxy]ethoxy]ethoxy]ethylcarbamoyl]phenyl]carbamate O=C1NC(CCC1N1C(C2=CC=CC(=C2C1=O)NCCOCCOCCOCCNC(=O)C1=CC=C(C=C1)NC(OCCCC)=O)=O)=O